1-((3S,5R,8R,9S,10S,13R,14S,17R)-14-hydroxy-10,13-dimethyl-17-(5-oxo-2,5-dihydrofuran-3-yl)hexadecahydro-1H-cyclopenta[a]phenanthren-3-yl)-3-(2-(2-oxopiperazin-1-yl)ethyl)urea O[C@]12[C@@H]3CC[C@@H]4C[C@H](CC[C@@]4([C@H]3CC[C@@]2([C@H](CC1)C=1COC(C1)=O)C)C)NC(=O)NCCN1C(CNCC1)=O